FC=1C=C(C=CC1C(=O)N1C[C@@H](OCC1)C)C1=CC=CN2C1=NC(=CC2=O)C(F)(F)F 9-(3-fluoro-4-(((2S)-2-methylmorpholin-4-yl)carbonyl)phenyl)-2-(trifluoromethyl)-4H-pyrido[1,2-a]pyrimidin-4-one